(2R)-2-methyl-3-oxopiperazin-1-yl-carboxylic acid tert-butyl ester C(C)(C)(C)OC(=O)N1[C@@H](C(NCC1)=O)C